COC1=CC=C(C=C1)CC(=O)CC1=CC=C(C=C1)OC 1,3-bis(4-methoxyphenyl)acetone